C12CC(CC(C1)C2)OC2=C(C=C(C=C2C)NC(=O)C=2N=C(OC2COC)N2CC(C2)(C)CO)F N-(4-(bicyclo[3.1.1]heptan-3-yloxy)-3-fluoro-5-methylphenyl)-2-(3-(hydroxymethyl)-3-methylazetidin-1-yl)-5-(methoxymethyl)oxazole-4-carboxamide